C1N(CCC2=CC=CC=C12)C[C@H](CN1C(C2=CC=C(C=C2CC1)N1CCN(CC1)S(=O)(=O)C)=O)O 2-[(2R)-3-(3,4-Dihydro-1H-isochinolin-2-yl)-2-hydroxy-propyl]-6-(4-methylsulfonylpiperazin-1-yl)-3,4-dihydroisochinolin-1-on